2-(4-(azetidine-1-sulfonyl)benzamido)thiophene-3-carbonyl-carbamic acid ethyl ester C(C)OC(NC(=O)C1=C(SC=C1)NC(C1=CC=C(C=C1)S(=O)(=O)N1CCC1)=O)=O